(cyclopropylsulfonyl)-5-((4-fluorobenzyl)oxy)-2-methylbenzofuran-3-carboxamide C1(CC1)S(=O)(=O)C1=C(C=CC2=C1C(=C(O2)C)C(=O)N)OCC2=CC=C(C=C2)F